S1C(=CC=C1)C(C(=O)O)CC 2-thienyl-butyric acid